C1(=CC=CC=C1)C1=C(C2=CC=CC=C2C=C1)C1=C(C2=CC3=CC=CC=C3C=C2C=C1)C1=CC=CC=2C=CC=3C=C4C=CC=CC4=CC3C21 (phenylnaphthyl)(benzoanthracenyl)anthracene